3-(5-Fluoropyrimidin-2-yl)-5,6-dihydro-4H-pyrrolo[1,2-b]pyrazole-2-carboxylic acid FC=1C=NC(=NC1)C1=C2N(N=C1C(=O)O)CCC2